O=C(CC[C@H]1NC(OC1)=O)N1CC2(C1)CCC(CC2)CC2=NC=C(N=C2)C(F)(F)F (4R)-4-[3-oxo-3-[7-[[5-(trifluoromethyl)pyrazin-2-yl]methyl]-2-azaspiro[3.5]nonan-2-yl]propyl]oxazolidin-2-one